4'-Methoxychalcone COC1=CC=C(C(/C=C/C2=CC=CC=C2)=O)C=C1